ClC1=C(C=CC=C1)[C@@H]1[C@H](COC(C1)(C)C)C(=O)N1C[C@H]([C@H](CC1)C1CN(C1)C(C=C)=O)C 1-(3-((3S,4S)-1-((3R,4S)-4-(2-chlorophenyl)-6,6-dimethyltetrahydro-2H-pyran-3-carbonyl)-3-methylpiperidin-4-yl)azetidin-1-yl)prop-2-en-1-one